C(C)N(CC)CC.OC=1C=C(C(=O)O)C=C(C1C(C)C)O 3,5-Dihydroxy-4-isopropylbenzoic acid triethylamine salt